(2-(4-Fluorobenzyl)-2,6-dihydropyrrolo[3,4-c]pyrazol-5(4H)-yl)pyrazine-2-carboxylic acid methyl ester COC(=O)C1=NC=CN=C1N1CC2=NN(C=C2C1)CC1=CC=C(C=C1)F